COC1=C(C(=O)NCC2(CC2)C(F)(F)F)C=CC=C1 2-methoxy-N-((1-(trifluoromethyl)cyclopropyl)methyl)benzamide